C(#N)C1=CC(=C(C(=C1)C(C)C)CC(=O)N[S@](=O)(=N)C1=C(C=C(C=C1)CN(C)C)F)C1CC1 |o1:15| (R)- or (S)-2-(4-cyano-2-cyclopropyl-6-isopropylphenyl)-N-(4-((dimethylamino)methyl)-2-fluorophenylsulfonimidoyl)acetamide